3-(4-hydroxyphenyl)-3-oxopropionic acid OC1=CC=C(C=C1)C(CC(=O)O)=O